C(N)(=O)C=1C=C(C=CC1F)NC(=O)[C@H]1O[C@@]([C@@H]([C@H]1C1=C(C(=C(C=C1)F)F)OC)C)(C(F)(F)F)C (2S,3S,4R,5S)-N-(3-Carbamoyl-4-fluoro-phenyl)-3-(3,4-Difluoro-2-methoxy-phenyl)-4,5-dimethyl-5-(trifluoromethyl)tetrahydrofuran-2-carboxamid